NC1=CC(=NC=N1)NC1=CC(=C2N(C1=O)C(NC2=O)(C)C2=CC(=CC=C2)Cl)C 6-[(6-aminopyrimidin-4-yl)amino]-3-(3-chlorophenyl)-3,8-dimethyl-2H-imidazo[1,5-a]pyridine-1,5-dione